3-(1-amino-3-hydroxy-3-methyl-2-oxocyclohexyl)benzonitrile hydrochloride Cl.NC1(C(C(CCC1)(C)O)=O)C=1C=C(C#N)C=CC1